2-(2-Chloro-4-(5-(2-cyclopentyl-1,2,3,4-tetrahydroisoquinolin-7-yl)-1H-pyrazolo[3,4-b]pyridin-3-yl)phenyl)propan-2-ol ClC1=C(C=CC(=C1)C1=NNC2=NC=C(C=C21)C2=CC=C1CCN(CC1=C2)C2CCCC2)C(C)(C)O